OC1CCN(CC1)C=1C=CC(=NC1)NC1=CC(=NC=2C=CNC(C12)=O)C1CCN(CC1)C 4-[[5-(4-hydroxy-1-piperidyl)-2-pyridyl]amino]-2-(1-methyl-4-piperidyl)-6H-1,6-naphthyridin-5-one